C1(CC1)C1N(CCC1)C1=CC=C(C=C1)C1CN(C1)C(=O)N1C[C@@H]2[C@@H](OCC(N2)=O)CC1 (4aR,8aS)-6-(3-(4-(2-Cyclopropylpyrrolidin-1-yl)phenyl)azetidine-1-carbonyl)hexahydro-2H-pyrido[4,3-b][1,4]oxazin-3(4H)-one